3-(Hydroxymethyl)-N,N-dimethylbenzamide OCC=1C=C(C(=O)N(C)C)C=CC1